FC(S(=O)(=O)OC1=C2C=NNC2=CC2=C1C=CC=C2)(F)F 1H-benzo[f]indazol-4-yl trifluoromethanesulfonate